[Co]=O.[Ru] ruthenium-cobalt oxide